1-((3S,4R)-4-(3,4-difluorophenyl)-1-(2-methoxyethyl)pyrrolidin-3-yl)-3-(3-(2-fluorophenyl)-1-methyl-1H-pyrazol-5-yl)urea FC=1C=C(C=CC1F)[C@H]1[C@@H](CN(C1)CCOC)NC(=O)NC1=CC(=NN1C)C1=C(C=CC=C1)F